C(C)OC(=O)C1=C(C2=C(CCC=3C=NNC23)O1)C 8-methyl-4,5-dihydro-1H-furo[2,3-g]Indazole-7-carboxylic acid ethyl ester